(2RS)-2-[6-[2-(2-Chloro-4-pyridyl)ethynyl]-1-oxo-isoindolin-2-yl]-2-(5-fluoro-2-hydroxyphenyl)-N-thiazol-2-yl-acetamide ClC1=NC=CC(=C1)C#CC1=CC=C2CN(C(C2=C1)=O)[C@@H](C(=O)NC=1SC=CN1)C1=C(C=CC(=C1)F)O |r|